2-((3-(1-(((1-(tert-butoxy)-2-methyl-1-oxopropan-2-yl)oxy)imino)ethyl)-5-methoxyphenyl)amino)-2-(4-chloro-2-methoxyphenyl)acetic acid C(C)(C)(C)OC(C(C)(C)ON=C(C)C=1C=C(C=C(C1)OC)NC(C(=O)O)C1=C(C=C(C=C1)Cl)OC)=O